N1(C=NC=C1)CC1=CC=C(CCO)C=C1 4-(1H-imidazolylmethyl)-phenethyl alcohol